C(C)N1N=CC2=C1CN(C2)C(=O)OC(C)(C)C tert-butyl 1-ethyl-4,6-dihydropyrrolo[3,4-c]pyrazole-5-carboxylate